N-hydroxy-2-(2-(naphthalen-2-yl)-1H-indol-3-yl)-2-phenyl-acetamide ONC(C(C1=CC=CC=C1)C1=C(NC2=CC=CC=C12)C1=CC2=CC=CC=C2C=C1)=O